Cl.Cl.N1CCC2(CC1)[C@@H](C1=CC=CC=C1C2)N (1S)-1,3-dihydrospiro[indene-2,4'-piperidin]-1-amine dihydrochloride